5-(difluoromethyl)-4-methoxypyrimidine-2-carboxylic acid FC(C=1C(=NC(=NC1)C(=O)O)OC)F